6-fluoro-2-isopentylbenzo[d]oxazol-5-amine FC1=CC2=C(N=C(O2)CCC(C)C)C=C1N